(5Z,8Z)-Tetradeca-5,8-dienoic acid ethyl ester C(C)OC(CCC\C=C/C\C=C/CCCCC)=O